2-ETHYLHEXYL ACRYLATE C(C=C)(=O)OCC(CCCC)CC